phenyl bis(pentafluorophenyl) borate B(OC1=CC=CC=C1)(OC1=C(C(=C(C(=C1F)F)F)F)F)OC1=C(C(=C(C(=C1F)F)F)F)F